ClC=1C(=C(C(=NC1)NCC(=O)N(C1=CC=CC=C1)C)C#N)C 2-(5-chloro-3-cyano-4-methylpyridin-2-ylamino)-N-methyl-N-phenylacetamide